rel-(2R,3S,4S,5R)-3-(3-(difluoromethyl)-4-fluoro-2-methoxyphenyl)-N-(6-((S*)-2,2-dimethyl-1,3-dioxolan-4-yl)pyridin-3-yl)-4,5-dimethyl-5-(trifluoromethyl)tetrahydrofuran-2-carboxamide FC(C=1C(=C(C=CC1F)[C@H]1[C@@H](O[C@]([C@H]1C)(C(F)(F)F)C)C(=O)NC=1C=NC(=CC1)[C@@H]1OC(OC1)(C)C)OC)F |o1:9,10,12,13,29|